NC=1C(=NON1)C(=O)N[C@H](C=1N=C2N(N=C(C=C2)CC2C(NC[C@@H](C2)C(F)(F)F)=O)C1)C1CCC(CC1)C 4-amino-N-((1S)-((1R,4S)-4-methylcyclohexyl)(6-(((5R)-2-oxo-5-(trifluoromethyl)piperidin-3-yl)methyl)imidazo[1,2-b]pyridazin-2-yl)methyl)-1,2,5-oxadiazole-3-carboxamide